BrC1=C(C=C(C(=O)O)C=C1)COC 4-bromo-3-(methoxymethyl)benzoic acid